((2'-(5-(trifluoromethyl)isoindolin-2-yl)-[2,4'-bipyrimidin]-4-yl)ethynyl)-1H-indazole trifluoroacetate FC(C(=O)O)(F)F.FC(C=1C=C2CN(CC2=CC1)C1=NC=CC(=N1)C1=NC=CC(=N1)C#CN1N=CC2=CC=CC=C12)(F)F